(1R*,3S*)-1-([1,1'-biphenyl]-3-ylmethyl)-N-ethyl-3-(methylsulfonamido)cyclopentane-1-carboxamide C1(=CC(=CC=C1)C[C@]1(C[C@H](CC1)NS(=O)(=O)C)C(=O)NCC)C1=CC=CC=C1 |o1:7,9|